(3S,4S)-1-Cyclohexyl-4-{[5-(2,4-difluoro-phenyl)-[1,2,4]oxadiazole-3-carbonyl]-amino}-piperidine-3-carboxylic acid (1-pyridin-2-yl-cyclopropyl)-amide N1=C(C=CC=C1)C1(CC1)NC(=O)[C@H]1CN(CC[C@@H]1NC(=O)C1=NOC(=N1)C1=C(C=C(C=C1)F)F)C1CCCCC1